O=C1N(C(CC1)=O)C1=C(C(C(=O)OC(C)(C)C)=CC=C1)C(=O)[O-] tert-butyl (2,5-dioxopyrrolidin-1-yl)phthalate